(2R)-4-methyl-1-[2-[[(E)-3-[4-(trifluoromethyl)phenyl]prop-2-enoyl]amino]acetyl]piperazine-2-carboxylic acid methyl ester COC(=O)[C@@H]1N(CCN(C1)C)C(CNC(\C=C\C1=CC=C(C=C1)C(F)(F)F)=O)=O